[O-2].[O-2].[Ti+4].[K+] potassium-titanium dioxide